OC(CNC(OC(C)(C)C)=O)C=1C(=NC=CC1)OC1=C(C=CC=C1)O tert-butyl (2-hydroxy-2-(2-(2-hydroxyphenoxy)pyridin-3-yl)ethyl)carbamate